The molecule is a purine ribonucleoside 5'-monophosphate having guanine as the nucleobase. It has a role as a metabolite, a biomarker, an Escherichia coli metabolite and a mouse metabolite. It is a guanosine 5'-phosphate and a purine ribonucleoside 5'-monophosphate. It is a conjugate acid of a guanosine 5'-monophosphate(2-). C1=NC2=C(N1[C@H]3[C@@H]([C@@H]([C@H](O3)COP(=O)(O)O)O)O)N=C(NC2=O)N